NC1=C(C=CC(=C1)C1(CCC1)O)NC(=O)C=1N(C=C(C1)C(C1=C(C=CC=C1)C(F)(F)F)=O)COCC[Si](C)(C)C N-(2-amino-4-(1-hydroxycyclobutyl)phenyl)-4-(2-(trifluoromethyl)benzoyl)-1-((2-(trimethylsilyl)ethoxy)methyl)-1H-pyrrole-2-carboxamide